N1CC1 (2S)-aziridine